ClC=1C(=NC(=NC1)NC1=C(C=C(C=C1)C(=O)N1CCOCC1)OC)C=1C=NN(C1)CCN1CCOCC1 (4-((5-chloro-4-(1-(2-morpholinoethyl)-1H-pyrazol-4-yl)pyrimidin-2-yl)amino)-3-methoxyphenyl)(morpholino)methanone